(S)-2-(5-(3-chloro-4-methoxyphenyl)-6-oxopyrimidin-1(6H)-yl)-N-(1-(4-(trifluoromethoxy)phenyl)ethyl)acetamide ClC=1C=C(C=CC1OC)C1=CN=CN(C1=O)CC(=O)N[C@@H](C)C1=CC=C(C=C1)OC(F)(F)F